FC(C1=CC=C(C=C1)N1N=NC(=C1COC1=CC=C(N=N1)N1CC(N(CC1)CC1=NC=CC=C1)=O)C)F 4-(6-((1-(4-(Difluoromethyl)phenyl)-4-methyl-1H-1,2,3-triazol-5-yl)methoxy)pyridazine-3-yl)-1-(pyridin-2-ylmethyl)piperazin-2-one